C(C1=CC=CC=C1)N1C(C2=C(C=C1)CCN2C([C@H](C2CCCCC2)NC([C@H](C)N(C(OC(C)(C)C)=O)C)=O)=O)=O tert-butyl ((S)-1-(((S)-2-(6-benzyl-7-oxo-2,3,6,7-tetrahydro-1H-pyrrolo[2,3-c]pyridin-1-yl)-1-cyclohexyl-2-oxoethyl)amino)-1-oxopropan-2-yl)(methyl)carbamate